C(C)OC(=O)C=1C=NN(C1N)C=1C=NC=CC1 5-amino-1-(pyridin-3-yl)-1H-pyrazole-4-carboxylic acid ethyl ester